(R)-4-(2-(3-(2-ethoxy-1,1,1,3,3,3-hexafluoropropan-2-yl)-1-(2-(isothiazol-5-yl)propan-2-yl)pyrrolidin-3-yl)ethyl)benzonitrile C(C)OC(C(F)(F)F)(C(F)(F)F)[C@]1(CN(CC1)C(C)(C)C1=CC=NS1)CCC1=CC=C(C#N)C=C1